(2R,5S)-1-(1-(4-(difluoromethoxy)phenyl)-2-methylpropyl)-2-ethyl-5-methylpiperazine hydrochloride Cl.FC(OC1=CC=C(C=C1)C(C(C)C)N1[C@@H](CN[C@H](C1)C)CC)F